pyrrolo[2,3-b]furan O1C=2C(=CC1)C=CN2